(R)-N-(6-(3-(2,3-difluorophenyl)isoxazolidin-2-yl)pyrimidin-4-yl)cyclopropanecarboxamide FC1=C(C=CC=C1F)[C@@H]1N(OCC1)C1=CC(=NC=N1)NC(=O)C1CC1